C(C)(=O)O[C@@H]1O[C@H]([C@H]([C@H]([C@@H]1OC(C)=O)OC(C)=O)OC(C)=O)C (2S,3S,4R,5R,6S)-6-methyltetrahydro-2H-pyran-2,3,4,5-tetrayl tetraacetate